4-[(3S)-3-amino-3-(hydroxymethyl)pyrrolidin-1-yl]-N-{bicyclo[1.1.1]pentan-1-yl}-6-cyano-5-(3,5-difluorophenyl)pyridine-3-carboxamide N[C@@]1(CN(CC1)C1=C(C=NC(=C1C1=CC(=CC(=C1)F)F)C#N)C(=O)NC12CC(C1)C2)CO